7-((4-(6-(1H-imidazol-2-yl)-2-methylpyridin-3-yl)piperazin-1-yl)methyl)-3-ethyl-4-thioxo-3,4-dihydroquinazolin-2(1H)-one N1C(=NC=C1)C1=CC=C(C(=N1)C)N1CCN(CC1)CC1=CC=C2C(N(C(NC2=C1)=O)CC)=S